NC1=C(C=CC(=C1)CO)C(C#CC1CC1)(C(C)(F)F)O 3-(2-amino-4-(hydroxymethyl)phenyl)-1-cyclopropyl-4,4-difluoropent-1-yn-3-ol